Cl.C1(CC1)C=1C=C(CC2(CCNCC2)C#N)C=CC1 4-(3-cyclopropylbenzyl)piperidine-4-carbonitrile hydrochloride